C(CCCCCCCCCCC)OC(C=C)=O Dodecyl-Acrylate